1-((1R,5S)-6-(6-chloro-2-((tetrahydro-1H-pyrrolizin-7a(5H)-yl)methoxy)-7-(5,6,7,8-tetrahydronaphthalen-1-yl)quinazolin-4-yl)-2,6-diazabicyclo[3.2.0]hept-2-yl)prop-2-en-1-one ClC=1C=C2C(=NC(=NC2=CC1C1=CC=CC=2CCCCC12)OCC12CCCN2CCC1)N1[C@H]2CCN([C@@H]2C1)C(C=C)=O